C(C1=CC=CC=C1)C1[C@@](N(CCN1C(=O)O)C(=O)O)(CN(C)C)CC1=CC=CC=C1 dibenzyl-(S)-2-((dimethylamino)methyl)piperazine-1,4-dicarboxylic acid